tert-butyl (5-(2-((7-chloro-2-(2,2,2-trifluoroacetyl)-1,2,3,4-tetrahydroisoquinolin-6-yl)amino)-5-(trifluoromethyl)pyrimidin-4-yl)thiophen-3-yl)carbamate ClC1=C(C=C2CCN(CC2=C1)C(C(F)(F)F)=O)NC1=NC=C(C(=N1)C1=CC(=CS1)NC(OC(C)(C)C)=O)C(F)(F)F